6-(8-chloronaphthalen-1-yl)-1-((S)-3-(cyanomethyl)-4-(2-fluoroacryloyl)piperazin-1-yl)-3-(((S)-1-methylpyrrolidin-2-yl)methoxy)-5,6,7,8-tetrahydro-2,6-naphthyridine-4-carbonitrile ClC=1C=CC=C2C=CC=C(C12)N1CC=2C(=C(N=C(C2CC1)N1C[C@@H](N(CC1)C(C(=C)F)=O)CC#N)OC[C@H]1N(CCC1)C)C#N